N-(5-((cyanomethyl)sulfonyl)-1,3,4-thiadiazole-2-yl)-2-(trifluoromethyl)benzamide C(#N)CS(=O)(=O)C1=NN=C(S1)NC(C1=C(C=CC=C1)C(F)(F)F)=O